N-[4-(1H-indazol-4-yl)-7-methoxy-1H-1,3-benzodiazol-2-yl]-1-(2-methoxyethyl)-1H-pyrazole-4-carboxamide N1N=CC2=C(C=CC=C12)C1=CC=C(C=2NC(=NC21)NC(=O)C=2C=NN(C2)CCOC)OC